CS(=O)(=O)C1CNC1 3-(methylsulfonyl)azetidin